2-(5-chloro-7-{[(furan-2-yl)methyl]amino}-3-methylthieno[3,2-b]pyridin-2-yl)propan ClC1=CC(=C2C(=N1)C(=C(S2)C(C)C)C)NCC=2OC=CC2